OC=1C=C(C=CC1)C=1C2=CC=C(N2)C(=C2C=CC(C(=C3C=CC(=C(C=4C=CC1N4)C4=CC(=CC=C4)O)N3)C3=CC(=CC=C3)O)=N2)C2=C(C(=C(C(=C2F)F)NCCCCCCNC(=O)OCC2[C@H]3CCC#CCC[C@@H]23)F)F 5,10,15-tris(3-hydroxyphenyl)-20-[4-((6-(((((1R,8S,9s)-bicyclo[6.1.0]non-4-yn-9-yl)methoxy)carbonyl)amino)hexyl)amino)tetra-fluorophenyl]porphyrin